CNC[C@H]1OC[C@@H](C2=C1SC=C2)C2=CC(=CC=C2)C(F)(F)F trans-N-methyl-1-(4-(3-trifluoromethylphenyl)-4,7-dihydro-5H-thieno[2,3-c]pyran-7-yl)methylamine